(3s,4s)-8-(6-(2,3-dichlorophenyl)pyrido[2,3-b]pyrazin-2-yl)-3-methyl-2-oxa-8-azaspiro[4.5]decan-4-amine ClC1=C(C=CC=C1Cl)C=1C=CC=2C(=NC=C(N2)N2CCC3([C@@H]([C@@H](OC3)C)N)CC2)N1